C(CC#C)C=1C=NC=CC1N1N=CNN=C1 3-(But-3-yn-1-yl)-4-pyridyl-1,4-dihydro-1,2,4,5-tetrazine